{S}-6-Methyl-6,7-dihydro-5H-pyrazolo[5,1-b][1,3]oxazine C[C@H]1CN2C(OC1)=CC=N2